(3,5'-dimethyl-[2,3'-bipyridine]-2'-yl)((1S,4R,6R)-6-((5-(trifluoromethyl)pyridin-2-yl)oxy)-2-azabicyclo[2.2.1]hept-2-yl)methanone CC=1C(=NC=CC1)C=1C(=NC=C(C1)C)C(=O)N1[C@@H]2[C@@H](C[C@H](C1)C2)OC2=NC=C(C=C2)C(F)(F)F